C(C)(C)(C)OC(=O)N[C@H](C(=O)N[C@H](C(=O)N[C@H](C(=O)OC)C[C@H]1C(NC(C1)(C)C)=O)CC1CC1)CC1=CC=CC2=CC=CC=C12 methyl (2s)-2-[[(2s)-2-[[(2S)-2-(tert-butoxycarbonylamino)-3-(1-naphthyl)propanoyl]amino]-3-cyclopropylpropanoyl]amino]-3-[(3R)-5,5-dimethyl-2-oxo-pyrrolidin-3-yl]propanoate